[N+](=O)([O-])C1=C(COC(CCCCCCCC=CC=CC=CCCCC)=O)C=CC=C1.BrC(C(=O)C1C(=O)N(C(C1)=O)O)(C)C 2-bromoisobutyryl-N-hydroxysuccinimide o-nitrobenzyl-eleostearate